Linoleic Acid, ethyl ester C(CCCCCCC\C=C/C\C=C/CCCCC)(=O)OCC